C1(CC1)OC=1C(=C(C(=CC1)C)C1=C(C(=C(C(=C1)C(F)(F)F)F)[C@H](CC(=O)OCC)N[S@](=O)C(C)(C)C)F)C (3S)-ethyl 3-(3'-cyclopropoxy-2,4-difluoro-2',6'-dimethyl-5-(trifluoromethyl)biphenyl-3-yl)-3-((R)-1,1-dimethylethylsulfinamido)propanoate